Cl.FC(C1NCCC1)(F)F 2-(trifluoromethyl)pyrrolidine hydrochloride